COC1=C(C=C(C=C1)C(C)N1C[C@@H](N(C[C@H]1C)C1=CC(N(C=2C=CC(=NC12)C#N)C)=O)C)OCCOC 8-((2S,5r)-4-(1-(4-methoxy-3-(2-methoxyethoxy)phenyl)ethyl)-2,5-dimethylpiperazin-1-yl)-5-methyl-6-oxo-5,6-dihydro-1,5-naphthyridine-2-carbonitrile